N-(5-(2-(4-methoxypiperidin-1-yl)acetamido)-2-methylpyridin-3-yl)-2-(1-methyl-1H-pyrazol-4-yl)pyrazolo[5,1-b]thiazole-7-carboxamide COC1CCN(CC1)CC(=O)NC=1C=C(C(=NC1)C)NC(=O)C=1C=NN2C1SC(=C2)C=2C=NN(C2)C